C(N)(=O)C1=C2C=3C(=CC(=CC3N(C2=CC=C1)CC1=CC=CC=C1)CCCCC)OCC(=O)O [5-carbamoyl-2-pentyl-9-(phenylmethyl)carbazol-4-yl]oxyacetic acid